C(C)OC(=O)C=1OC=CC1B(O)O (2-(ethoxycarbonyl)furan-3-yl)boronic acid